[dicyclopropylmethylcarbamoyl(methoxy)amino]-2-methyl-4-methylsulfonyl-benzoate C1(CC1)C(C1CC1)NC(=O)N(OC)C=1C(=C(C(=O)[O-])C=CC1S(=O)(=O)C)C